3-hydroxy-3-methyl-N-(3-(1-methyl-1H-pyrazol-4-yl)-5-(trifluoromethyl)pyrazolo[1,5-a]pyridin-2-yl)butanamide OC(CC(=O)NC1=NN2C(C=C(C=C2)C(F)(F)F)=C1C=1C=NN(C1)C)(C)C